OC1=C(C=CC=C1)C=1N=NC=2NC=3CCN([C@@H](C3C2C1)C)C1CCN(CC1)C1CCN(CC1)CC1CCN(CC1)C(=O)OCC1=CC=CC=C1 benzyl 4-[[4-[4-[(3R)-12-(2-hydroxyphenyl)-3-methyl-4,8,10,11-tetrazatricyclo[7.4.0.02,7]trideca-1(9),2(7),10,12-tetraen-4-yl]-1-piperidyl]-1-piperidyl]methyl]piperidine-1-carboxylate